mono(ureidomethylene)methylenediurea N(C(=O)N)C=NC(NCNC(=O)N)=O